CC1=CC=C(N=N1)CNC1=NC=NC2=C1N=C(C=C2)C2=NC=C(C=C2)C N-((6-Methylpyridazin-3-yl)methyl)-6-(5-methylpyridin-2-yl)pyrido[2,3]pyrimidin-4-amine